N-(1,1-dioxido-2,3-dihydrothiophen-3-yl)-N-methylnaphthalene-2-sulfonamide O=S1(CC(C=C1)N(S(=O)(=O)C1=CC2=CC=CC=C2C=C1)C)=O